O=C(C(=O)[O-])CCCCCC\C=C/CCCCCCCC monoketooleate